tert-butyl 2-((3-bromo-2-oxopropyl)(tert-butoxycarbonyl)amino)-3-(6-bromobenzo[d]thiazol-2-yl)-4,7-dihydrothieno[2,3-c]pyridine-6(5H)carboxylate BrCC(CN(C1=C(C2=C(CN(CC2)C(=O)OC(C)(C)C)S1)C=1SC2=C(N1)C=CC(=C2)Br)C(=O)OC(C)(C)C)=O